N[C@H](C1=NC2=C(N1)C=CC(=C2F)C(C(=O)NCC(C)(F)F)CC(C)(F)F)C2CCC(CC2)(F)F 2-{2-[(S)-amino(4,4-difluorocyclohexyl)methyl]-4-fluoro-1H-benzimidazol-5-yl}-N-(2,2-difluoropropyl)-4,4-difluoropentanamide